Benzyl N-methyl-N-(4-methylenecyclohexyl)carbamate CN(C(OCC1=CC=CC=C1)=O)C1CCC(CC1)=C